(2S,4S)-2-methyl-4-(2-((5-nitro-3-vinylpyridin-2-yl)oxy)ethyl)piperidine-1-carboxylic acid tert-butyl ester C(C)(C)(C)OC(=O)N1[C@H](C[C@H](CC1)CCOC1=NC=C(C=C1C=C)[N+](=O)[O-])C